COC(=O)N1C[C@@H](OCC1)CC1=C(N=C2N1C=CC(=C2)Cl)C2=C(C=C(C=C2F)C(NC)=O)F (S)-2-((7-chloro-2-(2,6-difluoro-4-(methyl-carbamoyl)-phenyl)-imidazo[1,2-a]pyridin-3-yl)methyl)morpholine-4-carboxylic acid methyl ester